OCCNC(CC1=CC=C(C=C1)C=1N=NC(=NN1)C)=O N-(2-hydroxyethyl)-2-(4-(6-methyl-1,2,4,5-tetrazin-3-yl)phenyl)acetamide